N-[3-(1,1-difluoroethyl)phenyl]-3-methyl-5-oxo-1-(1-propylindol-6-yl)-4H-pyrazole-4-carboxamide FC(C)(F)C=1C=C(C=CC1)NC(=O)C1C(=NN(C1=O)C1=CC=C2C=CN(C2=C1)CCC)C